1-(6-chloropyridin-3-yl)-N-(2,3,4,5,6-pentafluorobenzyl)methylamine ClC1=CC=C(C=N1)CNCC1=C(C(=C(C(=C1F)F)F)F)F